6-(cyclopropanecarboxamido)-4-((2,5-dimethyl-4,5-dihydrooxazolo[5,4-c]quinolin-6-yl)amino)-N-(methyl-d3)nicotinamide C1(CC1)C(=O)NC1=NC=C(C(=O)NC([2H])([2H])[2H])C(=C1)NC1=CC=CC=2C3=C(CN(C12)C)OC(=N3)C